O.NS(=O)(=O)C1=C(N=C(S1)N(C(CC1=CC=C(C=C1)C1=NC=CC=C1)=O)C)C.NS(=O)(=O)C1=C(N=C(S1)N(C(CC1=CC=C(C=C1)C1=NC=CC=C1)=O)C)C N-[5-(aminosulfonyl)-4-methyl-1,3-thiazol-2-yl]-N-methyl-2-[4-(2-pyridinyl)-phenyl]-acetamide hemihydrate